6-(1-((1,5-dimethyl-1H-pyrazol-4-yl)sulfonyl)-1,2,3,6-tetrahydropyridin-4-yl)-7-methyl-[1,2,4]triazolo[1,5-a]pyrimidine CN1N=CC(=C1C)S(=O)(=O)N1CCC(=CC1)C=1C=NC=2N(C1C)N=CN2